FC(C1=NN(C(=C1)C)CC(=O)N1CCC(CC1)C1=CC(=NC=C1)C(=O)NC1CCCC2=CC=CC=C12)F 4-[1-[2-[3-difluoromethyl-5-methylpyrazol-1-yl]acetyl]-4-piperidinyl]-N-tetrahydronaphthalen-1-ylpyridin-2-carboxamide